ClCC(=O)NC1=CC=C(C=C1)S(NC)(=O)=O 2-chloro-N-(4-(N-methylsulfamoyl)phenyl)acetamide